5-phenyl-1H-1,2,3-triazole C1(=CC=CC=C1)C1=CN=NN1